FC=1C(=NC(=NC1C)N1C[C@@H]2[C@H](C1)CN(C2)C(=O)C=2C(=CN1C=CC=CC21)C2=NC=CC=C2)C ((3aR,6aS)-5-(5-fluoro-4,6-dimethylpyrimidin-2-yl)hexahydropyrrolo[3,4-c]pyrrol-2(1H)-yl)(2-(pyridin-2-yl)indolizin-1-yl)methanone